BrC1=CC=C2C(=CC(=NC2=C1)N1[C@@H](CCC1)COCCC(=O)OC(C)(C)C)C(=O)O (S)-7-bromo-2-(2-((3-(tert-butoxy)-3-oxopropoxy)methyl)pyrrolidin-1-yl)quinoline-4-carboxylic acid